C(C)C1(C(N(C(N1CC1CO1)=O)CC1CO1)=O)C 5-ethyl-1,3-diglycidyl-5-methylhydantoin